C(=CC1=CC=CC=C1)C1=CC=C2N=CC=3N(C2=C1)C=CC3 8-styrylpyrrolo[1,2-a]quinoxaline